N1(C=NC=C1)C=1C=NC2=CC=C(C=C2N1)C(=O)C=1C=C(C=C(C1F)F)NC(=O)NC1=CC(=C(C=C1)Cl)F 1-(3-(3-(1H-imidazol-1-yl)quinoxaline-6-carbonyl)-4,5-difluorophenyl)-3-(4-chloro-3-fluorophenyl)urea